[4-amino-2-(2-oxa-5-azabicyclo[2.2.1]heptan-5-yl)phenyl]-(1,1-dioxo-1,4-thiazinan-4-yl)methanone NC1=CC(=C(C=C1)C(=O)N1CCS(CC1)(=O)=O)N1C2COC(C1)C2